O(C#N)C1CC(CC(C1)(CN=C=O)C)(C)C cyanato-3,3,5-trimethyl-5-isocyanatomethyl-cyclohexan